1,2-dihydro-1,6-naphthyridin N1CC=CC2=CN=CC=C12